(4-ethoxyphenyl)-[4-(3-phenyl-propyl)-1-piperidyl]-methanone C(C)OC1=CC=C(C=C1)C(=O)N1CCC(CC1)CCCC1=CC=CC=C1